ClC=1C(N(C(=CC1OCC1=NC=C(C=C1F)F)C)C1=CC(=NC=C1C1CC1)C1=NC(=NC=C1)C(C)(C)O)=O rel-3-chloro-5'-cyclopropyl-4-[(3,5-difluoropyridin-2-yl)methoxy]-2'-[2-(2-hydroxypropan-2-yl)pyrimidin-4-yl]-6-methyl-[1,4'-bipyridin]-2-one